CN1C(=NC(=C1)C(F)(F)F)C1=CC=C(CN2N=C3C4=C2N=C(N=C4CCC3)O)C=C1 2-(4-(1-methyl-4-(trifluoromethyl)-1H-imidazol-2-yl)benzyl)-2,6,7,8-tetrahydropyrazolo[3,4,5-de]Quinazolin-4-ol